C(C1=CC=CC=C1)C1=CC=C(C=C1)C1=CC(=C(C(=C1)O)N1CC(NS1(=O)=O)=O)F 5-[4-(4-benzyl-phenyl)-2-fluoro-6-hydroxy-phenyl]-1,1-dioxo-1,2,5-thiadiazolidin-3-one